FC1=C(C=CC(=C1)I)NC1=CC=NC=C1C(=O)O 4-((2-fluoro-4-iodophenyl)amino)nicotinic acid